C(C)OC(OCC)[SiH2]CCCSSSSCCC[SiH2]C(OCC)OCC bis(3-diethoxymethylsilylpropyl) tetrasulfide